C(C)C=1C=CC(=NC1)CCC=C 4-(5-ethylpyridin-2-yl)but-1-ene